N-benzyl-2-chloro-N-methyl-6-((2,4,4-trimethylpentan-2-yl)amino)pyrimidine-4-carboxamide C(C1=CC=CC=C1)N(C(=O)C1=NC(=NC(=C1)NC(C)(CC(C)(C)C)C)Cl)C